CCC(CCCCCCCC)O undecane-3-ol